C(C)(C)(C)OC([C@@H](CC1=C(C(=CC=C1)C=O)F)[C@@H]1CN(CC1)C(=O)OC(C)(C)C)=O (R)-tert-butyl 3-((S)-1-(tert-butoxy)-3-(2-fluoro-3-formylphenyl)-1-oxopropan-2-yl)pyrrolidine-1-carboxylate